4-[4-Bromo-6-(2-cyano-benzyl)-3-hydroxy-pyridin-2-yl]-4-oxo-butyric acid ethyl ester C(C)OC(CCC(=O)C1=NC(=CC(=C1O)Br)CC1=C(C=CC=C1)C#N)=O